CC=1C=C(C=NC1)NC(C=O)=O N-(5-methylpyridin-3-yl)-2-oxoacetamide